CN1N=CC(=C1)C1=CC(=C2C=NC=NC2=C1)C12CNCC(N1CC1=NC=CC=C1)C2 5-(7-(1-methyl-1H-pyrazol-4-yl)quinazolin-5-yl)-6-(pyridin-2-ylmethyl)-3,6-diazabicyclo[3.1.1]heptane